The molecule is a 1,2-diglyceride in which the acyl groups at positions 1 and 2 are specified as (9Z)-hexadecenoyl. It has a role as a Mycoplasma genitalium metabolite. It is a 1,2-diglyceride and a diacylglycerol 32:2. It derives from a palmitoleic acid. CCCCCC/C=C\\CCCCCCCC(=O)OCC(CO)OC(=O)CCCCCCC/C=C\\CCCCCC